cyclopropylsulfinic acid sodium salt [Na+].C1(CC1)S(=O)[O-]